3-(2-hydroxyethoxy)-2,3-dihydro-1H-isoindol-1-one OCCOC1NC(C2=CC=CC=C12)=O